S1C2=C(C=C1)C=C(C=C2)CNC(=O)N2CN(CCC2)C=2C=1C(N=CN2)=NN(C1)C1=CC=C(C=C1)C(F)(F)F N-(benzo[b]thiophen-5-ylmethyl)-3-(2-(4-(trifluoromethyl)phenyl)-2H-pyrazolo[3,4-d]pyrimidin-4-yl)tetrahydropyrimidine-1(2H)-carboxamide